Cl.Cl.ClC1=CC=C(C=C1)C=1N=C2N(C=CC=C2)C1CN1CC2NC(C1)C2 2-(4-Chlorophenyl)-3-(3,6-diazabicyclo[3.1.1]hept-3-ylmethyl)imidazo[1,2-a]pyridin-Dihydrochlorid